C(CC1CC2C(CC1)O2)C2CC1C(CC2)O1 ethylenebis(3,4-epoxycyclohexane)